C(CCCCCCCCCCC)OC1=CNC=C1OCCCCCCCCCCCC 3,4-didodecoxypyrrole